dihydrovanillyl-acetone C(C1CC(OC)=C(O)C=C1)CC(C)=O